(S)-1-(3,4-dichlorophenyl)ethan-1-amine ClC=1C=C(C=CC1Cl)[C@H](C)N